P(=O)(O)([O-])[O-].[Na+].[Na+] di-Natrium hydrogen-phosphat